C1=CC=C2C(=C1)C3=C(C=CC4=C3C(=CC=C4)C2=O)N5C6=CC=CC7=C6C(=N5)C8=CC=CC=C8C7=O PyroN